CC1=C(C=C(C(=C1)OCCC[Si](C)(C)C)C(F)(F)F)N=CN(C)CC N'-(2-methyl-5-trifluoromethyl-4-(3-trimethylsilylpropoxy)phenyl)-N-ethyl-N-methylformamidine